1-(4-bromo-2,6-difluorobenzyl)-7-methoxy-1,3-dihydro-2H-imidazo[4,5-c][1,8]naphthyridin-2-one BrC1=CC(=C(CN2C(NC=3C=NC=4N=C(C=CC4C32)OC)=O)C(=C1)F)F